N1C=CC2=CC=C(C=C12)CN1CCC2(CN(C2)C2=NC=NC3=CC=C(C=C23)CC(F)(F)F)CC1 4-(7-((1H-indol-6-yl)methyl)-2,7-diazaspiro[3.5]nonan-2-yl)-6-(2,2,2-trifluoroethyl)quinazoline